C(C1=CC=CC=C1)N1N=C(N=C1)C(=O)NC1C(N(C=2N(CC1)N=C(C2)C=2C=NN(C2)C)C)=O 1-benzyl-N-(4-methyl-2-(1-methyl-1H-pyrazol-4-yl)-5-oxo-5,6,7,8-tetrahydro-4H-pyrazolo[1,5-a][1,3]diazepin-6-yl)-1H-1,2,4-triazole-3-carboxamide